C(C)C1=CC=C(CC(N)C)C=C1 4-Ethylamphetamine